S1C(=NC2=C1C=CC=C2)C2=CC=C(C=C2)NC(C2=NC=C(C=C2)CC)=O N-(4-(benzo[d]thiazol-2-yl)phenyl)-5-ethylpicolinamide